CC1=NOC(=N1)C1=CC=C2C(=CNC2=C1)C1=NC(=NC=C1C(F)(F)F)N[C@@H]1CN(CCC1)C(=O)OC(C)(C)C Tert-butyl (3S)-3-[[4-[6-(3-methyl-1,2,4-oxadiazol-5-yl)-1H-indol-3-yl]-5-(trifluoromethyl)pyrimidin-2-yl]-amino]-piperidine-1-carboxylate